CN1CC(CCC1)C 1,3-dimethylpiperidine